4,6-dichloro-2-[2-(trimethylsilyl)ethynyl]-pyrimidine ClC1=NC(=NC(=C1)Cl)C#C[Si](C)(C)C